N-[4-fluoro-5-[2-[rac-(2R,6S)-2,6-dimethylmorpholin-4-yl]pyrimidin-5-yl]-2-[rac-(3R)-3,4-dimethylpiperazin-1-yl]phenyl]-1-methyl-6-oxo-4-(trifluoromethyl)pyridine-3-carboxamide FC1=CC(=C(C=C1C=1C=NC(=NC1)N1C[C@H](O[C@H](C1)C)C)NC(=O)C1=CN(C(C=C1C(F)(F)F)=O)C)N1C[C@H](N(CC1)C)C |r|